(3R)-3-amino-5-[(4-chlorophenyl)methyl]-7-[5-(cyclopropylamino)-1,3,4-oxadiazol-2-yl]-8-fluoro-1,1-dioxo-2,3-dihydro-1λ6,5-benzothiazepin-4-one N[C@H]1CS(C2=C(N(C1=O)CC1=CC=C(C=C1)Cl)C=C(C(=C2)F)C=2OC(=NN2)NC2CC2)(=O)=O